CN(C1=CC=C2C(=C(C(OC2=C1)=O)/C=C/C1=CC=C(C(=O)C2=C(C(=C(C(=C2F)F)S(=O)(=O)[O-])F)F)C=C1)CC)C.[Na+] sodium (E)-4-(4-(2-(7-(dimethylamino)-4-ethyl-coumarin-3-yl)vinyl)-benzoyl)-2,3,5,6-tetrafluorobenzene-sulfonate